C(C)(=O)S[C@@H]1C[C@H](C1)NC(=O)OC(C)(C)C S-(trans-3-((tert-butoxycarbonyl) amino) cyclobutyl) thioacetate